NC1=C(C(=CC=C1)CN1C(OC=C1)=N)NC(=S)NC1(CC1)C1=CC(=CC=C1)Cl (2-amino-6-[(2-imino-2,3-dihydro-1,3-oxazol-3-yl)methyl]phenyl)-3-[1-(3-chlorophenyl)cyclopropyl]thiourea